(Z)-6-hydroxy-3-(4-methoxyphenyl)-6-phenyl-8-(trimethylsilyl)octane-2-ene-4,7-diyne-1-aldehyde OC(C#C\C(=C/C=O)\C1=CC=C(C=C1)OC)(C#C[Si](C)(C)C)C1=CC=CC=C1